COC(=O)C=1N=C(SC1)N1CCCC2=C1N=NC(=C2C)Cl 2-(3-chloro-4-methyl-6,7-dihydro-5H-pyrido[2,3-c]pyridazin-8-yl)thiazole-4-carboxylic acid methyl ester